OC1(CCN(CC1)C(CC(C)C1=CC=CC=C1)=O)CN1C=NC2=CC(=CC=C2C1=O)NC(C=CN1CCN(CC1)C)=O N-(3-((4-hydroxy-1-(3-phenylbutyryl)piperidin-4-yl)methyl)-4-oxo-3,4-dihydroquinazolin-7-yl)3-(4-methylpiperazin-1-yl)acrylamide